O1C(CCCC1)OC=1C=C(C=CC1OC1OCCCC1)C1=C(C=CC=C1OC1OCCCC1)C1=NC2=CC(=CC=C2C(C1)=O)OC1OCCCC1 2-(3,4-ditetrahydropyranoxyphenyl)-3,7-ditetrahydropyranoxyphenyl-quinolin-4-one